C(C)(=O)N1C(C2=CC=C(C=C2C1)S(NC)(=O)=O)C(=O)NC1=CC=C(C=C1)C(C(F)(F)F)(C(F)(F)F)O 2-Acetyl-N-[4-(1,1,1,3,3,3-hexafluoro-2-hydroxypropan-2-yl)phenyl]-5-(methylsulfamoyl)-2,3-dihydro-1H-isoindole-1-carboxamide